COC1=C(C(=CC=C1)OC)S(=O)(=O)NC1=NOC2=C1C(=CC(=C2)C=2SC(=CN2)N2CCN(CC2)C(C#C)=O)OC 2,6-dimethoxy-N-(4-methoxy-6-(5-(4-propioloylpiperazin-1-yl)thiazol-2-yl)benzo[d]isoxazol-3-yl)benzenesulfonamide